CC1N(CC=C(CC1)C1=C(C(=CC=2OCOC21)NC2=NC(=CC(=N2)C)NC)C)C(=O)OC(C)(C)C tert-butyl 2-methyl-5-[5-methyl-6-[[4-methyl-6-(methylamino) pyrimidin-2-yl] amino]-1,3-benzodioxol-4-yl]-2,3,4,7-tetrahydroazepine-1-carboxylate